NC1=C(C=NN1CC(C)(C)O)S(=O)(=O)NC=1C=CC(=C2C(=CNC12)C#N)Cl 5-Amino-N-(4-chloro-3-cyano-1H-indol-7-yl)-1-(2-hydroxy-2-methyl-propyl)pyrazol-4-sulfonamid